OC(C=C)(C)C 3-hydroxy-3-methyl-1-butene